(S)-4-(2-oxopyrrolidin-1-yl)-3-(4-methylphenyl)-N-((R)-1-(3,4-(methylenedioxy)phenyl)ethyl)-4,5-dihydro-1H-pyrazol-1-carboxamide O=C1N(CCC1)[C@@H]1C(=NN(C1)C(=O)N[C@H](C)C1=CC2=C(C=C1)OCO2)C2=CC=C(C=C2)C